FC(OC1=CC=C(C=C1)N1C2=C(C=C(C1=O)C1=CC3=C(N=C4N3CCC4)C=C1)SC(=N2)OCC)F 4-(4-(difluoromethoxy)phenyl)-6-(2,3-dihydro-1H-benzo[d]pyrrolo[1,2-a]imidazol-7-yl)-2-ethoxythiazolo[4,5-b]pyridin-5(4H)-one